N=1N(N=CC1)CCCCNC(C1=CC(=CC=C1)N1N=C(N=C1C1=CC(=CC=C1)OC)CC)=O N-(4-(2-2H-1,2,3-triazolyl)butyl)-3-(3-ethyl-5-(3-methoxyphenyl)-1-1H-1,2,4-triazolyl)benzamide